γ-Ureidopropyl-trimethoxysilan N(C(=O)N)CCC[Si](OC)(OC)OC